2-amino-N',3-dimethyl-N'-(pyrimidin-2-yl)quinoline-6-carbohydrazide NC1=NC2=CC=C(C=C2C=C1C)C(=O)NN(C1=NC=CC=N1)C